1'-(diphenylphosphino)ferrocene palladium (II) dichloride [Pd](Cl)Cl.C1(=CC=CC=C1)P([C-]1C=CC=C1)C1=CC=CC=C1.[CH-]1C=CC=C1.[Fe+2]